(R)-5-chloro-4-(1H-pyrrolo[2,3-b]pyridin-3-yl)-N-(1-((tetrahydro-2H-pyran-4-yl)methyl)pyrrolidin-3-yl)pyrimidin-2-amine ClC=1C(=NC(=NC1)N[C@H]1CN(CC1)CC1CCOCC1)C1=CNC2=NC=CC=C21